1-(bicyclo[1.1.1]pentan-1-yl)-5-(hydroxymethyl)-3-methyl-1,5-dihydro-4H-pyrazolo[3,4-d]pyridazin-4-one C12(CC(C1)C2)N2N=C(C1=C2C=NN(C1=O)CO)C